C(C)(=O)OC=1C=C2C(=NC=NC2=CC1OC)N1CCC2(CCN(C2)C(=O)OC(C)(C)C)CC1 tert-butyl 8-(6-acetoxy-7-methoxy-quinazolin-4-yl)-2,8-diazaspiro[4.5]decane-2-carboxylate